CC1=C(C=C(C(=C1)NS(=O)(=O)C1=C(C=C(C=C1C)C)C)C)N([C@H](CC(=O)O)C)CC#C (S)-3-((2,5-dimethyl-4-((2,4,6-trimethylphenyl)sulphonamido)phenyl)(prop-2-yn-1-yl)amino)butanoic acid